C(C)(C)(C)OC(=O)N1[C@@H](C[C@H](C1)NC(=O)C=1OC(=NN1)C1=CC(=CC=C1)C#N)CF (2S,4R)-4-(5-(3-cyanophenyl)-1,3,4-oxadiazole-2-carboxamido)-2-(fluoromethyl)pyrrolidine-1-carboxylic acid tert-butyl ester